ClC1=CC=2C(=NN(N2)C2=C(C(=CC(=C2)C(C)(C)CC(C)(C)C)C(C)(C)C2=CC=CC=C2)O)C=C1 5-chloro-2-(2-hydroxy-3-α-cumyl-5-t-octylphenyl)-2H-benzotriazole